(2-{2-[(tert-butyldimethylsilyl)oxy]ethyl}-6-chloro-5-methoxypyrimidin-4-yl)morpholine [Si](C)(C)(C(C)(C)C)OCCC1=NC(=C(C(=N1)N1CCOCC1)OC)Cl